ethyl (S)-6-hydroxy-8-chlorooctanoate O[C@@H](CCCCC(=O)OCC)CCCl